N-methyl-3-(2-oxo-2,3-dihydro-1H-benzimidazol-5-yl)-4-[4-(trifluoromethyl)phenoxy]benzene-1-sulfonamide CNS(=O)(=O)C1=CC(=C(C=C1)OC1=CC=C(C=C1)C(F)(F)F)C1=CC2=C(NC(N2)=O)C=C1